4-(methoxymethyl)-1-(triphenylmethyl)-1H-pyrazole COCC=1C=NN(C1)C(C1=CC=CC=C1)(C1=CC=CC=C1)C1=CC=CC=C1